Cl.FC=1C=C(OC2CC(C2)N)C=C(C1C)F (1r,3r)-3-(3,5-difluoro-4-methylphenoxy)cyclobutane-1-amine hydrochloride